P(=O)(O)(O)C(C(CC(=O)O)C(=O)O)P(=O)(O)O 3,3-diphosphono-1,2-propanedicarboxylic acid